3-[2-(4-chloro-3-fluorophenoxy)acetamido]-N-[(3-methylphenyl)methyl]bicyclo[1.1.1]pentane-1-carboxamide ClC1=C(C=C(OCC(=O)NC23CC(C2)(C3)C(=O)NCC3=CC(=CC=C3)C)C=C1)F